CN1OC([C@H]2[C@H]1[C@H](C[C@](C2)(C2=CSC(=C2)C)C)C)(C)C |r| rac-(3ar,5r,7s,7ar)-1,3,3,5,7-pentamethyl-5-(5-methylthiophene-3-yl)octahydrobenzo[c]isoxazole